1-(3-bromoprop-1-en-1-yl)-3-(trifluoromethyl)benzene BrCC=CC1=CC(=CC=C1)C(F)(F)F